5-(tert-butyl)-4-chloro-2-(2-(diphenylmethylene)hydrazinyl)benzonitrile C(C)(C)(C)C=1C(=CC(=C(C#N)C1)NN=C(C1=CC=CC=C1)C1=CC=CC=C1)Cl